N1-((8-amino-6-fluoroquinolin-2-yl)methyl)-N2,N2-dimethylethane-1,2-diamine NC=1C=C(C=C2C=CC(=NC12)CNCCN(C)C)F